O=C1NC(CCC1NC1=CC=C(C=C1)N1CC2(CN(C2)CC2CCN(CC2)C(=O)OC(C)(C)C)C1)=O tert-butyl 4-((6-(4-((2,6-dioxopiperidin-3-yl)amino)phenyl)-2,6-diazaspiro[3.3]heptan-2-yl)methyl)piperidine-1-carboxylate